[S-]C#N.NC(=[NH2+])N guanidinium thiocyanate salt